(2S)-2-amino-N-[1-[(1S)-1-(5-fluoro-2-oxo-1H-pyridin-3-yl)ethyl]pyrazol-4-yl]-2-(4-methylcyclohexyl)acetamide, hydrochloride Cl.N[C@H](C(=O)NC=1C=NN(C1)[C@@H](C)C=1C(NC=C(C1)F)=O)C1CCC(CC1)C